CC(C)CCC[C@@H](C)[C@H]1CC[C@H]2[C@@H]3CC=C4C=CCC[C@]4(C)[C@H]3CC[C@]12C cholesta-3,5-diene